2,2-dimethyl-6-ethyl-3,5-decandione CC(C)(C(CC(C(CCCC)CC)=O)=O)C